ClC=1C=CC2=C(NC=N2)C1Cl 6,7-dichloro-1H-benzo[d]imidazole